N'-[2-amino-9-(2,2-diethoxyethyl)purin-6-yl]-3-cyclopropyl-prop-2-ynehydrazide NC1=NC(=C2N=CN(C2=N1)CC(OCC)OCC)NNC(C#CC1CC1)=O